FC1=CC(=C(C=N1)C=1C=NC=2CCN(CC2C1)C1=C(C(=C(N=N1)C#N)C)C)C 6-(3-(6-fluoro-4-methylpyridin-3-yl)-7,8-dihydro-1,6-naphthyridin-6(5H)-yl)-4,5-dimethylpyridazine-3-carbonitrile